6-((2R,3S)-2-amino-3-fluorobutyl)-N-benzyl-2,7-dichloropyrrolo[2,1-f][1,2,4]triazin-4-amine N[C@H](CC=1C=C2C(=NC(=NN2C1Cl)Cl)NCC1=CC=CC=C1)[C@H](C)F